ClC1=CC=C(C=C1)C1=CC=C(C2=C(C=CC=C12)C)C 1-(4-chlorophenyl)-4,5-dimethylnaphthalene